N-lauroyl-glucosamine C(CCCCCCCCCCC)(=O)N[C@H]1C(O)O[C@@H]([C@H]([C@@H]1O)O)CO